C(C)(C)(C)C=1C=C(C=C(C1O)C(C)(C)C)SC1=CC(=C(C(=C1)C(C)(C)C)O)C(C)(C)C bis(3,5-di-tert-butyl-4-hydroxyphenyl) sulfide